2-(2,6-dioxopiperidin-3-yl)-6-(2-(2-(4-(1-(4-hydroxyphenyl)-2-phenylbut-1-en-1-yl)phenyl)-2,8-diazaspiro[4.5]decan-8-yl)-2-oxoethyl)-6,7-dihydropyrrolo[3,4-f]isoindole-1,3(2H,5H)-dione O=C1NC(CCC1N1C(C2=CC=3CN(CC3C=C2C1=O)CC(=O)N1CCC2(CCN(C2)C2=CC=C(C=C2)C(=C(CC)C2=CC=CC=C2)C2=CC=C(C=C2)O)CC1)=O)=O